5-cyano-3-methyl-N-(3-(3-(methylsulfonyl)phenyl)-1H-indazol-5-yl)picolinamide C(#N)C=1C=C(C(=NC1)C(=O)NC=1C=C2C(=NNC2=CC1)C1=CC(=CC=C1)S(=O)(=O)C)C